1-Butyl-2-[7-(1-butyl-1H-benzo[cd]indol-2-ylidene)-hepta-1,3,5-trienyl]-benzo[cd]indolium C(CCC)[N+]1=C(C2=C3C(C=CC=C13)=CC=C2)C=CC=CC=CC=C2N(C1=CC=CC=3C1=C2C=CC3)CCCC